3-fluoro-2H-[1,2'-bipyridine]-2-one FC=1C(N(C=CC1)C1=NC=CC=C1)=O